8-(5-amino-2-methylphenyl)-2',3',5',6'-tetrahydro-3H-spiro[benzo[b][1,4]oxazepin-2,4'-pyran]-4(5H)-one NC=1C=CC(=C(C1)C=1C=CC2=C(OC3(CCOCC3)CC(N2)=O)C1)C